benzyl (R)-2-((1R,2R)-2-(2,3-difluorophenyl)-2-(3-fluorophenyl)-1-hydroxyethyl)pyrrolidine-1-carboxylate FC1=C(C=CC=C1F)[C@H]([C@@H](O)[C@@H]1N(CCC1)C(=O)OCC1=CC=CC=C1)C1=CC(=CC=C1)F